N1N=NN=C1NC(=O)C(=O)N tetrazolyl-oxamide